n-Heptacosan CCCCCCCCCCCCCCCCCCCCCCCCCCC